1-[2-[tert-butyl(dimethyl)silyl]oxyethyl]-3-[[5-chloro-6-(5-methoxypyrazin-2-yl)-1H-indol-2-yl]methyl]urea [Si](C)(C)(C(C)(C)C)OCCNC(=O)NCC=1NC2=CC(=C(C=C2C1)Cl)C1=NC=C(N=C1)OC